C(C)(C)(C)C=1C=CC=C(C1O)O 6-t-butyl-catechol